6-bromo-N-[1-(2-pyrimidin-2-yl-1,2,4-triazol-3-yl)ethyl]-8-(trifluoromethoxy)quinazolin-4-amine BrC=1C=C2C(=NC=NC2=C(C1)OC(F)(F)F)NC(C)C=1N(N=CN1)C1=NC=CC=N1